FC=1C=C(C=CC1F)C1OCCC(C1)O 2-(3,4-difluorophenyl)tetrahydro-2H-pyran-4-ol